Cl.C(C)OC(CC1CCCCC1)=N.C1(CCCCC1)CC=1N(C(N(N1)C)=O)CC1=CC(=NC=C1)C(F)(F)F 5-(cyclohexylmethyl)-2-methyl-4-((2-(trifluoromethyl)pyridin-4-yl)methyl)-2,4-dihydro-3H-1,2,4-triazol-3-one ethyl-2-cyclohexylacetimidate hydrochloride